C(C)O[Si](CCCCSN(C(=O)SSSSC(N(SC)SCCCC[Si](OCC)(OCC)OCC)=O)SC)(OCC)OCC 3-triethoxysilylpropyl-N,N-dimethylmercaptocarbamoyl tetrasulfide